CN(C(OC(C)(C)C)=O)CCN(C1CCC(CC1)NC(=O)C1=NC(=CC=C1)C1=CC2=C(C=CC=C2C=C1)NC(C=C)=O)C tert-butyl N-methyl-N-[2-[methyl-[4-[[6-[8-(prop-2-enoylamino)-2-naphthyl]pyridine-2-carbonyl]amino]cyclohexyl]amino]ethyl]carbamate